ClC1=C2N=C(C(N(C2=CC=C1)C1=CC=C(C=C1)CC)=O)C(=O)O 5-chloro-1-(4-ethylphenyl)-2-oxo-1,2-dihydroquinoxaline-3-carboxylic acid